C(C1=CC=CC=C1)O[C@@H]1[C@H]([C@@H](O[C@@H]([C@@H]1OC(CCl)=O)COCC1=CC=CC=C1)O[C@@H]1[C@@H]([C@H]([C@H](OC2=CC=C(C=C2)OC)O[C@@H]1COCC1=CC=CC=C1)OC(=O)C1=CC=C(C=C1)C)OCC1=CC=CC=C1)OC(=O)C1=CC=C(C=C1)C 4-methoxyphenyl (3,6-di-O-benzyl-4-O-chloroacetyl-2-O-p-toluoyl-β-D-galactopyranosyl)-(1-4)-3,6-di-O-benzyl-2-O-p-toluoyl-β-D-galactopyranoside